C1(CCCC1)NC(NC1=CC2=C(C3=C(S2)C=C(C=C3)S(=O)(=O)N[C@H](C(=O)O)C(C)C)C=C1)=O (S)-2-(7-(3-cyclopentylureido)dibenzo[b,d]thiophene-3-sulfonamido)-3-methyl-butanoic acid